(S)-tert-butyl-3-methyl-1,4-diazepan-1-carboxylate C(C)(C)(C)OC(=O)N1C[C@@H](NCCC1)C